C(C)(C)(C)C1=C(OC2=C(C=C(C=C2)C2=NOC(=N2)CN2C(NC3(C2=O)CCN(CC3)C(=O)OC(C)(C)C)=O)C(F)(F)F)C=CC=C1 tert-butyl 3-((3-(4-(2-(tert-butyl)phenoxy)-3-(trifluoromethyl)phenyl)-1,2,4-oxadiazol-5-yl)methyl)-2,4-dioxo-1,3,8-triazaspiro[4.5]decane-8-carboxylate